C1(CCCCC1)C1=CC=C(NC2=CC=C(C=C2)CNO)C=C1 4-cyclohexyl-N-(4-((hydroxyamino)methyl)phenyl)aniline